N-[(3-fluorophenyl)methyl]piperidine-4-carboxamide FC=1C=C(C=CC1)CNC(=O)C1CCNCC1